N-(5-cyano-3-fluoro-2-pyridinyl)-5-phenyl-1H-pyrrole-3-sulfonamide C(#N)C=1C=C(C(=NC1)NS(=O)(=O)C1=CNC(=C1)C1=CC=CC=C1)F